C(C)(C)C1=C(C(=CC=C1)C(C)C)N=C(CC(C(F)(F)F)=O)C 4-(2,6-diisopropylphenylimino)-1,1,1-trifluoro-2-pentanone